C12(CC3CC(CC(C1)C3)C2)C=O adamantane-formaldehyde